N1[C@@H](CCC1)C(=O)N[C@@H](C)C(=O)N[C@@H](CCCCN)C(=O)NCCCC[C@H](NC(=O)[C@H]1NC(C2=CC(=C(C=C2C1)O)O)(C)C)C(=O)O N6-(L-prolyl-L-alanyl-L-lysyl)-N2-[[(3S)-1,2,3,4-tetrahydro-6,7-dihydroxy-1,1-dimethyl-3-isoquinolinyl]carbonyl]-L-lysine